2-(2-butoxyethoxy)phenylthiocyanic acid C(CCC)OCCOC1=C(C=CC=C1)SC#N